spiro[2.3]hexan-4-amine C1CC12C(CC2)N